Racemic-6-(3-((6-methoxy-2,3-dihydro-1H-inden-1-yl)glycyl)-3,8-diazabicyclo[3.2.1]octan-8-yl)nicotinonitrile COC1=CC=C2CCC(C2=C1)NCC(=O)N1CC2CCC(C1)N2C2=NC=C(C#N)C=C2